2-(4-Fluorophenyl)-3-methyl-1-tosyl-1H-indole FC1=CC=C(C=C1)C=1N(C2=CC=CC=C2C1C)S(=O)(=O)C1=CC=C(C)C=C1